ClC1=CC=C(C=C1)CSC1=CC(=C(C2=NC3=C(N21)C=CC=C3)C#N)C3=CC=CC=C3 1-[(4-chlorophenyl)methylsulfanyl]-3-phenylpyrido[1,2-a]benzimidazole-4-carbonitrile